ClC=1C=C(OC2=C(C=C(C=C2)NC(CC2=C(C=CC=C2)C(C)C)=O)S(N)(=O)=O)C=CC1 N-[4-(3-chlorophenoxy)-3-sulfamoylphenyl]-2-(2-isopropylphenyl)acetamide